8-bromo-1-(4-(methoxy-d3)benzyl)-2-oxo-N-(2-oxopropyl)-2,3-dihydro-1H-benzo[b]azepine-4-carboxamide BrC=1C=CC2=C(N(C(CC(=C2)C(=O)NCC(C)=O)=O)CC2=CC=C(C=C2)OC([2H])([2H])[2H])C1